Morpholinoethanesulfonic Acid C1COCCN1CCS(=O)(=O)O